Pyrrolidin-3-ol hydrochloride Cl.N1CC(CC1)O